((3S,4S)-4-(3-chlorophenyl)-1-(imidazo[1,5-a]pyridine-8-carbonyl)piperidin-3-yl)-4,5-dimethyl-1-((2-(trimethylsilyl)ethoxy)methyl)-1H-imidazole-2-carboxamide ClC=1C=C(C=CC1)[C@H]1[C@@H](CN(CC1)C(=O)C=1C=2N(C=CC1)C=NC2)NC(=O)C=2N(C(=C(N2)C)C)COCC[Si](C)(C)C